rel-N-[(5R,6S)-5-[(3'-methyl[1,1'-biphenyl]-3-yl)methyl]-4-oxo-3-(propan-2-yl)-3,4,5,6,7,8-hexahydroquinazolin-6-yl]ethanesulfonamide CC=1C=C(C=CC1)C1=CC(=CC=C1)C[C@@H]1C=2C(N(C=NC2CC[C@@H]1NS(=O)(=O)CC)C(C)C)=O |o1:14,23|